3-bromo-5-(3,4-dihydroquinolin-1(2H)-yl)phenol BrC=1C=C(C=C(C1)N1CCCC2=CC=CC=C12)O